1-(4-nitrophenyl)ethan-1-one [N+](=O)([O-])C1=CC=C(C=C1)C(C)=O